ClC1C(C(=C1N1CC2(CN(C2)C(=O)OC(C)(C)C)CC1)C)=O tert-butyl 6-(4-chloro-2-methyl-3-oxocyclobut-1-en-1-yl)-2,6-diazaspiro[3.4]octane-2-carboxylate